C1(=CC=CC2=CC=C3C=C4C=CC=CC4=CC3=C12)[SiH](O[SiH2]C=C)C=C 3-tetraphenyl-1,3-divinyl-disiloxane